C(C1=CC=CC=C1)N1C(C(=CC(=C1)C(=O)NC1CC(C1)F)C(=O)NC)=O 1-benzyl-N5-(3-fluorocyclobutyl)-N3-methyl-2-oxo-1,2-dihydropyridine-3,5-dicarboxamide